The molecule is an unsaturated fatty acid anion obtained by the formal deprotonation of the carboxy group of 2-hydroxydodec-2-enoic acid [the (minor) enol tautomer of 2-oxododecanoic acid]; major microspecies of the enol tautomer at pH 7.3. It is a medium-chain fatty acid anion, a 2-hydroxy fatty acid anion, a hydroxy monounsaturated fatty acid anion and an enol. It derives from a dodecanoate. It is a conjugate base of a 2-hydroxydodec-2-enoic acid. It is a tautomer of a 2-oxododecanoate. CCCCCCCCC/C=C(/C(=O)O)\\[O-]